C(=O)(O)CN1CCN(CCN(CCN(CC1)CC(=O)O)CC(=O)O)C(C(=O)O)C 2-[4,7,10-tris(carboxymethyl)-1,4,7,10-tetraazacyclododecan-1-yl]propanoic acid